BrC1=CC(=C(OCCO[Si](C(C)C)(C(C)C)C(C)C)C=C1[N+](=O)[O-])F (2-(4-bromo-2-fluoro-5-nitrophenoxy)ethoxy)triisopropylsilane